NC1=NC=C(C(=N1)N[C@@H]1COCC[C@H]1C#N)C (trans)-3-[(2-amino-5-methyl-pyrimidin-4-yl)amino]tetrahydropyran-4-carbonitrile